COCC1(CCC(CC1)C=1C(=NN2C1CN(CC2)C(=O)C2CCCCC2)CN(CCNC)C)COC (3-(4,4-bis(methoxymethyl)-cyclohexyl)-2-((methyl(2-(methylamino)ethyl)amino)-methyl)-6,7-dihydropyrazolo-[1,5-a]pyrazin-5(4H)-yl)-(cyclohexyl)methanone